(6-(anilino)pyridin-2-yl)methanone N(C1=CC=CC=C1)C1=CC=CC(=N1)C=O